(2R)-5-(tert-butoxy)-2-methyl-5-oxopentanoic acid C(C)(C)(C)OC(CC[C@H](C(=O)O)C)=O